O1COCCC1 m-dioxan